(R)-(1-(4-((1-(3,4,5-trimethoxyphenyl)-1H-imidazol-4-yl)amino)furo[3,2-d]pyrimidin-2-yl)pyrrolidin-2-yl)methanol COC=1C=C(C=C(C1OC)OC)N1C=NC(=C1)NC=1C2=C(N=C(N1)N1[C@H](CCC1)CO)C=CO2